ethanol O-phosphate P(=O)(O)(O)OCC